3,9-bis{1,1-dimethyl-2-[beta-(3-tert-butyl-4-hydroxy-5-methylphenyl)propionyloxy]ethyl}-2,4,8,10-tetraoxaspiro[5.5]undecane CC(COC(CCC1=CC(=C(C(=C1)C)O)C(C)(C)C)=O)(C)C1OCC2(CO1)COC(OC2)C(COC(CCC2=CC(=C(C(=C2)C)O)C(C)(C)C)=O)(C)C